OC1CC(CCC1)C(=O)N(C1=NC(=CN=C1)OCC=1OC=CN1)CC1C(N(CC1)C=1C=C2C=NN(C2=CC1)C)COC 3-Hydroxy-N-((2-(methoxymethyl)-1-(1-methyl-1H-indazol-5-yl)pyrrolidin-3-yl)methyl)-N-(6-(oxazol-2-ylmethoxy)pyrazin-2-yl)cyclohexanecarboxamide